FC=1C=C2C(=C(C=NC2=C(C1)F)C(=O)N1CCN(CC1)S(=O)(=O)C)N1CCC(CC1)(C#N)C1=CC=CC=C1 1-(6,8-difluoro-3-(4-(methylsulfonyl)piperazine-1-carbonyl)quinolin-4-yl)-4-phenylpiperidine-4-carbonitrile